N1CC(C1)N1C(=NC(=C1)C(F)(F)F)C1=CC=C(C=C1)Br (azetidin-3-yl)-2-(4-bromophenyl)-4-(trifluoromethyl)-1H-imidazole